ClC1=C(C=CC=C1Cl)C1=NC=C2N1C=CN=C2N2CCC1([C@@H](C=3N(N=CC3)C1)N)CC2 (S)-1-(3-(2,3-dichlorophenyl)imidazo[1,5-a]pyrazin-8-yl)-4'h,6'h-spiro[piperidine-4,5'-pyrrolo[1,2-b]pyrazol]-4'-amine